((2R,5S)-5-(2-[(1R)-1-hydroxyethyl]-1H-imidazo[4,5-d]thieno[3,2-b]pyridin-1-yl)tetrahydro-2H-pyran-2-yl)acetonitrile O[C@H](C)C1=NC=2C(=C3C(=NC2)C=CS3)N1[C@H]1CC[C@@H](OC1)CC#N